CC1=CC=C2C(=N1)N(C(=N2)C(F)(F)F)C2=CC1=C(NCS1)C=C2 6-[5-Methyl-2-(trifluoromethyl)imidazo[4,5-b]pyridin-3-yl]-3H-1,3-benzothiazol